COC(C1=CC(=CC(=C1)[N+]#[C-])[N+]#[C-])=O METHYL-3,5-DIISOCYANOBENZOATE